COC=1C=CC2=C(C=C(O2)C(=O)[O-])C1 5-methoxybenzofuran-2-carboxylate